(4-tert-butylphenyl)-diphenylsulfonium triflate [O-]S(=O)(=O)C(F)(F)F.C(C)(C)(C)C1=CC=C(C=C1)[S+](C1=CC=CC=C1)C1=CC=CC=C1